7-(4-(N-(cyanomethyl)-N-(pent-4-ynyl)sulfamoyl)benzoylamino)heptanoic acid tert-butyl ester C(C)(C)(C)OC(CCCCCCNC(C1=CC=C(C=C1)S(N(CCCC#C)CC#N)(=O)=O)=O)=O